CC1=C(C(=O)P(C2=C(C=CC(=C2)C(C)C)C(C)C)(C(C2=C(C=C(C=C2C)C)C)=O)=O)C(=CC(=C1)C)C bis(2,4,6-trimethylbenzoyl)-2,5-diisopropylphenylphosphin oxide